O[C@H]1[C@@H](CCC=2C=CC(=CC12)C#N)[C@H]1N2C(C3=CC=CC=C13)=CN=C2 (7s,8s)-8-hydroxy-7-((R)-5H-imidazo[5,1-a]isoindol-5-yl)-5,6,7,8-tetrahydronaphthalene-2-carbonitrile